Monoisoamyl Succinate C(CCC(=O)[O-])(=O)OCCC(C)C